Cl.COC=1C=C2CC(CC2=CC1OC)N 5,6-dimethoxy-2-aminoindane hydrochloride